CN(CCOC1=CC=C(C=C1C1=CC(=C(C=C1)C=1NC(C2=C(N1)NN=N2)=O)OCC)/C=C/C(=O)O)C (E)-3-(6-(2-(dimethylamino)ethoxy)-3'-ethoxy-4'-(7-oxo-6,7-dihydro-3H-[1,2,3]triazolo[4,5-d]pyrimidin-5-yl)-[1,1'-biphenyl]-3-yl)acrylic acid